(E)-3-(4-chlorophenyl)-1-[4-[2-(dimethylamino)ethylamino]phenyl]prop-2-en-1-one ClC1=CC=C(C=C1)/C=C/C(=O)C1=CC=C(C=C1)NCCN(C)C